O=C1NC(CCC1C1=NN(C2=C(C=CC=C12)OCC(=O)NCCC1=NOC(=N1)C(C)C)C)=O 2-((3-(2,6-Dioxopiperidin-3-yl)-1-methyl-1H-indazol-7-yl)oxy)-N-(2-(5-isopropyl-1,2,4-oxadiazol-3-yl)ethyl)acetamide